3-Oxo-4-[1-(trifluoromethyl)cyclopropyl]butanenitrile O=C(CC#N)CC1(CC1)C(F)(F)F